O=C1N(CC2=C3C(=CC=C12)C1(CCN(CC1)CC1(CC1)C1=CC=CC=C1)CO3)C3C(NC(CC3)=O)=O 3-(6-oxo-1'-((1-phenylcyclopropyl)methyl)-6,8-dihydro-2H,7H-spiro[furo[2,3-e]isoindole-3,4'-piperidin]-7-yl)piperidine-2,6-dione